tert-butyl 6-chloro-3,4-dihydro-1H-2,7-naphthyridine-2-carboxylate ClC=1C=C2CCN(CC2=CN1)C(=O)OC(C)(C)C